N[C@@]1(CN(CCC1)C(=O)[C@@H](CC(=O)OC(C)(C)C)CC(F)(F)F)CC1=CC=C(C=C1)Cl (S)-tert-Butyl 3-((R)-3-amino-3-(4-chlorobenzyl)piperidine-1-carbonyl)-5,5,5-trifluoropentanoate